(4S)-6-chloro-4-(2-cyclopropylethynyl)-4-(trifluoromethyl)-2,4-dihydro-1H-3,1-benzoxazin-2-one ClC=1C=CC2=C([C@](OC(N2)=O)(C(F)(F)F)C#CC2CC2)C1